O1CCN(CC1)CC(=O)NC1=CC=C(C=C1)OC1CC(C1)N1CCCCC1 2-morpholino-N-(4-(3-(piperidin-1-yl)cyclobutoxy)phenyl)acetamide